BrC=1C=C(C(=NC1)N1NN2C(C=CC(=C2)C(F)(F)F)=C1)SCC 5-bromo-3-ethylsulfanyl-2-[6-trifluoromethyl-triazolo[1,5-a]pyridin-2-yl]pyridine